FC1=C(C(=CC(=C1)C(F)(F)F)F)C1N(CCCC1O)C(=O)OC(C)(C)C tert-butyl 2-(2,6-difluoro-4-(trifluoromethyl)phenyl)-3-hydroxypiperidine-1-carboxylate